1-(2,2-difluorocyclopropyl)ethan-1-one FC1(C(C1)C(C)=O)F